1,4-DIMETHYL-1H-INDAZOLE-5-BORONIC ACID CN1N=CC2=C(C(=CC=C12)B(O)O)C